CS(=O)(=O)OC1CCN(CC1)C(=O)OC(C)(C)C tertbutyl 4-methylsulfonyloxypiperidine-1-carboxylate